The molecule is a mancude organic heterotricyclic parent that consists of a seven-membered nitrogen hetrocycle fused with two benzene rings. It has a role as a marine xenobiotic metabolite. It is a mancude organic heterotricyclic parent and a dibenzoazepine. C1=CC=C2C(=C1)C=CC3=CC=CC=C3N2